1-((2R,5S)-4-(5-cyclopropyl-7-(3,5-difluorophenyl)-7H-pyrrolo[2,3-d]pyrimidin-4-yl)-2,5-dimethylpiperazin-1-yl)-2,2-dimethylpropan-1-one C1(CC1)C1=CN(C=2N=CN=C(C21)N2C[C@H](N(C[C@@H]2C)C(C(C)(C)C)=O)C)C2=CC(=CC(=C2)F)F